ClC1=C(C=C(C=C1)C1=NN2C(CN(CC2)C(C=C)=O)=C1C1=CC=NC=C1)CC 1-[2-(4-chloro-3-ethylphenyl)-3-(pyridin-4-yl)-6,7-dihydropyrazolo[1,5-a]pyrazin-5(4H)-yl]prop-2-en-1-one